4-[[3-[4-(difluoromethoxy)phenyl]imidazo[1,2-a]pyrazin-8-yl]amino]-2-methyl-benzoic acid FC(OC1=CC=C(C=C1)C1=CN=C2N1C=CN=C2NC2=CC(=C(C(=O)O)C=C2)C)F